ClC1=C(C=2OCC3N(C2N=C1)CCN(C3)C(=O)C=3C=C(OCCC)C=CC3)C (2S)-1-(3-(3-chloro-4-methyl-6,6a,7,8,9,10-hexahydropyrazino[1,2-d]pyrido[3,2-b][1,4]oxazine-8-carbonyl)phenoxy)propan